CS=C(C#CC(C)(N(CCOCC1=CC=NC=C1)C)C)[O-] S-Methyl-4-methyl-4-[methyl-[2-(4-pyridylmethoxy)ethyl]amino]pent-2-ynethioat